7-phenylimidazo[1,2-b][1,2,4]Triazine C1(=CC=CC=C1)C1=CN=C2N1N=CC=N2